methyl 2-(3-aminoprop-1-yn-1-yl)-4-((3-aminopropyl)carbamoyl)benzoate NCC#CC1=C(C(=O)OC)C=CC(=C1)C(NCCCN)=O